tert-butyl (3S)-3-[N-methyl-2-(phenylamino)pyridine-3-sulfonamido]pyrrolidine-1-carboxylate CN(S(=O)(=O)C=1C(=NC=CC1)NC1=CC=CC=C1)[C@@H]1CN(CC1)C(=O)OC(C)(C)C